3-methylbutane-1,3-dithiol CC(CCS)(C)S